zinc-lithium [Li].[Zn]